N-(2-((6-(3-(2,6-dichloro-3,5-dimethoxyphenyl)-1-methylureido)pyrimidin-4-yl)amino)-5-(4-ethylpiperazin-1-yl)phenyl)acrylamide dihydrochloride salt Cl.Cl.ClC1=C(C(=C(C=C1OC)OC)Cl)NC(N(C)C1=CC(=NC=N1)NC1=C(C=C(C=C1)N1CCN(CC1)CC)NC(C=C)=O)=O